N(C1=CC=CC=C1)C1=CC=C(C=C1)NC(\C=C\C)=O N-(4-anilinophenyl)crotonamide